The molecule is dianion of P(1),P(2)-bis(5'-adenosyl) diphosphate; major species at pH 7.3. It is a conjugate base of a diadenosine 5',5'-diphosphate. C1=NC(=C2C(=N1)N(C=N2)[C@H]3[C@@H]([C@@H]([C@H](O3)COP(=O)([O-])OP(=O)([O-])OC[C@@H]4[C@H]([C@H]([C@@H](O4)N5C=NC6=C(N=CN=C65)N)O)O)O)O)N